isoindol-5-yl-1-oxylpiperidin C=1NC=C2C=C(C=CC12)C1N(CCCC1)O